CC1=NNC(=C1)C(=O)N1CCC(CC1)C(=O)N1N=CCC1C1=CC=CC=C1 (3-methyl-1H-pyrazol-5-yl)(4-(5-phenyl-4,5-dihydro-1H-pyrazole-1-carbonyl)piperidin-1-yl)methanone